COC(=O)C1=C(C=C2C=CC=[N+](C2=C1)[O-])C 7-(methoxycarbonyl)-6-methylquinoline 1-oxide